5-(4-({4-((1-(3-aminopropyl)-3-(4-methoxyphenyl)-1H-indol-5-yl)methyl)piperazin-1-yl}methyl)piperidin-1-yl)-2-(2,6-dioxopiperidin-3-yl)isoindoline-1,3-dione NCCCN1C=C(C2=CC(=CC=C12)CN1CCN(CC1)CC1CCN(CC1)C=1C=C2C(N(C(C2=CC1)=O)C1C(NC(CC1)=O)=O)=O)C1=CC=C(C=C1)OC